6-bromo-2-tetrahydrofuran-3-yl-quinazoline BrC=1C=C2C=NC(=NC2=CC1)C1COCC1